OCCOCCN1C(C(=CC2=C1N=C(N=C2)SC)N2CCN(C1=C(C=CC=C21)C)C(=O)OC(C)(C)C)=O tert-butyl 4-[8-[2-(2-hydroxyethoxy)ethyl]-2-methylsulfanyl-7-oxo-pyrido[2,3-d]pyrimidin-6-yl]-8-methyl-2,3-dihydroquinoxaline-1-carboxylate